C1N(CCC2=CC=CC=C12)CC=1OC=CC(C1)=O 2-((3,4-dihydroisoquinolin-2(1H)-yl)methyl)-4H-pyran-4-one